(1R)-2-(4-{6-chloro-2-[(1-cyclopropyl-5-methyl-1H-pyrazol-4-yl)amino]quinazolin-7-yl}piperidin-1-yl)-1-(2,4-difluorophenyl)ethan-1-ol ClC=1C=C2C=NC(=NC2=CC1C1CCN(CC1)C[C@H](O)C1=C(C=C(C=C1)F)F)NC=1C=NN(C1C)C1CC1